((2R,3R,4S,5R)-4-acetoxy-5-(2-amino-7-(2-(hydroxyamino)-2-oxoethyl)-8-oxo-7,8-dihydro-9H-purin-9-yl)-3-fluorotetrahydrofuran-2-yl)methyl acetate C(C)(=O)OC[C@H]1O[C@H]([C@@H]([C@@H]1F)OC(C)=O)N1C2=NC(=NC=C2N(C1=O)CC(=O)NO)N